phenyl-aminoglyoxime C1(=CC=CC=C1)C(C(=NO)N)=NO